ClC1=CC=C(C(=C1C(=O)N[C@H](C)C1=C(C=CC(=C1)OC(F)(F)F)F)F)C=1C=CC=2N(N1)C=C(N2)NC(C)=O 6-chloro-3-{2-acetamidoimidazo[1,2-b]pyridazin-6-yl}-2-fluoro-N-[(1R)-1-[2-fluoro-5-(trifluoromethoxy)phenyl]ethyl]benzamide